COC(C(CCC)NC(C1=CC=C(C=C1)C(C)=O)=O)=O (4-Acetylbenzamido)pentanoic acid methyl ester